((4S,5S)-5-benzyl-2,2-dimethyl-1,3-dioxolan-4-yl)methanol C(C1=CC=CC=C1)[C@H]1[C@@H](OC(O1)(C)C)CO